N-(5-CYANO-6-(2H-1,2,3-TRIAZOL-2-YL)PYRIDIN-3-YL)-4-CYCLOPROPYL-3-(IMIDAZO[1,2-A]PYRIDIN-5-YL)ISOTHIAZOLE-5-CARBOXAMIDE C(#N)C=1C=C(C=NC1N1N=CC=N1)NC(=O)C1=C(C(=NS1)C1=CC=CC=2N1C=CN2)C2CC2